3,4-dichlorophenyldimethylurea ClC=1C=C(C=CC1Cl)N(C(=O)NC)C